[Si](C)(C)(C(C)(C)C)OCC=1C=C(C=CC1)CC#N 2-(3-{[(tert-butyldimethylsilyl)oxy]methyl}phenyl)acetonitrile